CN(S(=O)(=O)C1=CC=C(C=C1)S(=O)(=O)NC1=C(C=CC=C1)P(OCC)(OCC)=O)C diethyl (2-((4-(N,N-dimethylsulfamoyl)phenyl)sulfonamido)phenyl)phosphonate